(R)-5-ethyl-N-(1-(2-fluorophenyl)-1,4,5,7-tetrahydropyrano[3,4-c]pyrazol-4-yl)-1-methyl-1H-imidazole-4-carboxamide C(C)C1=C(N=CN1C)C(=O)N[C@H]1COCC=2N(N=CC21)C2=C(C=CC=C2)F